ClC=1C=C(C=CC1)C1=CC=C(N1)C=1C(=NC=C(C1)C=1C=NN(C1)C1CCN(CC1)C)N 3-(5-(3-chlorophenyl)Azol-2-yl)-5-(1-(1-methylpiperidin-4-yl)-1H-pyrazol-4-yl)pyridin-2-amine